C1N(CC12CCC2)CC2=CC=NC=C2C(F)(F)F 4-((2-azaspiro[3.3]heptan-2-yl)methyl)-5-(trifluoromethyl)pyridin